FC1=CC=CC2=C1OCCCN2C(CNC(OC(C)(C)C)=O)=O tert-butyl (2-(9-fluoro-3,4-dihydrobenzo[b][1,4]oxazepin-5(2H)-yl)-2-oxoethyl)carbamate